C(C)N(CCC1=CNC2=CC=CC(=C12)C(CCC(=O)[O-])C(=O)[O-])CC N,N-diethyltryptamine-4-glutarate